COC1=C(C=C2C=CC=NC2=C1)/C=C/C(=O)OCC Ethyl (E)-3-(7-methoxyquinolin-6-yl)acrylate